BrC1=CC=C2C3(CC=4C(=NOC4C2=C1)NS(=O)(=O)C1=C(C=CC(=C1)S(=O)(=O)C)OC)CC3 N-(8'-bromo-4'H-spiro[cyclopropane-1,5'-naphtho[2,1-d]isoxazol]-3'-yl)-2-methoxy-5-(methylsulfonyl)benzenesulfonamide